5-[2-fluoro-6-hydroxy-4-[[(6-methoxy-3-methyl-2-pyridyl)amino]methyl]phenyl]-1,1-dioxo-1,2,5-thiadiazolidin-3-one FC1=C(C(=CC(=C1)CNC1=NC(=CC=C1C)OC)O)N1CC(NS1(=O)=O)=O